Cl.FC1=C(C(=O)N)C=CC(=C1)F 2,4-difluorobenzamide hydrochloride